N-(4-(methylthio)benzyl)-1-(2-(4-(trifluoromethyl)phenyl)-2H-pyrazolo[3,4-d]pyrimidin-4-yl)azepane-4-carboxamide CSC1=CC=C(CNC(=O)C2CCN(CCC2)C=2C=3C(N=CN2)=NN(C3)C3=CC=C(C=C3)C(F)(F)F)C=C1